ClC1=NC(=CC=C1N(CC1=CC=C(C=C1)OC)CC1=CC=C(C=C1)OC)C([2H])([2H])[2H] 2-chloro-N,N-bis(4-methoxybenzyl)-6-(methyl-d3)pyridine-3-amine